3-hydroxy-1,1-dimethylbutylperoxy-2-ethylhexanoate OC(CC(C)(C)OOC(C(=O)[O-])(CCCC)CC)C